1,3,5-benzenetriboronic acid C1(=CC(=CC(=C1)B(O)O)B(O)O)B(O)O